C\C(=C/CO)\CCC1CC=C(CC1(C)C)C (E)-3-Methyl-5-(4,6,6-trimethylcyclohex-3-en-1-yl)pent-2-en-1-ol